FC=1C=C2CC(CC2=CC1F)C(=O)O 5,6-Difluoro-2,3-dihydro-1H-indene-2-carboxylic Acid